ClC1=NC=C(C(=C1)N1C[C@H](CCC1)NC(OC(C)(C)C)=O)C=1C=NN(C1)CCN1CCOCC1 tert-butyl (S)-(1-(2-chloro-5-(1-(2-morpholinoethyl)-1H-pyrazol-4-yl)pyridin-4-yl)piperidin-3-yl)carbamate